ethyl 2-[5'-fluoro-1'-methyl-3-(piperazin-1-yl)-[4,6'-biindazol]-1-yl]acetate FC=1C=C2C=NN(C2=CC1C=1C=2C(=NN(C2C=CC1)CC(=O)OCC)N1CCNCC1)C